IC=1N(C=2C=CC=C(C2C1)NC1CCOCC1)CC(F)(F)F 2-iodo-N-tetrahydropyran-4-yl-1-(2,2,2-trifluoroethyl)indol-4-amine